1-methylcyclopropene CC1=CC1